NC1=C(C=C(C=C1)C1CC(N(CC1)C(=O)OC(C)(C)C)(C)C)O tert-Butyl 4-(4-amino-3-hydroxyphenyl)-2,2-dimethylpiperidine-1-carboxylate